6-(1H-imidazol-1-yl)picolinic acid methyl ester COC(C1=NC(=CC=C1)N1C=NC=C1)=O